3',5'-Dimethyl-2,3,5,6-tetrahydrospiro[pyran-4,6'-thieno[2,3-c]pyrrol]-4'(5'H)-one CC1=CSC=2C3(N(C(C21)=O)C)CCOCC3